1-({(5S,7S)-7-methyl-3-[3-(methyloxy)-2-pyridinyl]-2-oxo-1-oxa-3-azaspiro[4.5]dec-7-yl}methyl)-1H-benzimidazole-6-carbonitrile C[C@]1(C[C@]2(CN(C(O2)=O)C2=NC=CC=C2OC)CCC1)CN1C=NC2=C1C=C(C=C2)C#N